BrC1=CC=C(C=C1)C1(CCNCC1)C=1OC=NN1 2-(4-(4-bromophenyl)piperidin-4-yl)-1,3,4-oxadiazole